6-[4-(benzyloxy)phenyl]-6-methanesulfonyl-2-oxaspiro[3.3]heptane C(C1=CC=CC=C1)OC1=CC=C(C=C1)C1(CC2(COC2)C1)S(=O)(=O)C